ClC(C=1N=CSC1C(Cl)(Cl)Cl)(Cl)Cl 4,5-bis[trichloromethyl]thiazole